C(C)(C)C1=CC=C(C=C1)C(C)N1C[C@@H](N(C[C@H]1C)C1=CC(N(C=2C=CC(=NC12)C#N)C)=O)C 8-((2s,5r)-4-(1-(4-isopropylphenyl)ethyl)-2,5-dimethylpiperazin-1-yl)-5-methyl-6-oxo-5,6-dihydro-1,5-naphthyridine-2-carbonitrile